CC1(OC[C@H](N1C(=O)OC(C)(C)C)[C@H](CC(F)(F)F)CCO)C tert-butyl (4R)-2,2-dimethyl-4-[(1S)-3,3,3-trifluoro-1-(2-hydroxyethyl)propyl]oxazolidine-3-carboxylate